C12CCC(CC1)N2C2=NC(=CC1=C2N=C(N=C1)NC1=NC=2CCN(CC2C=C1)C(=O)[C@@H]1N(C[C@@H](C1)O)C)C1COC1 [2-[[8-(7-azabicyclo[2.2.1]heptan-7-yl)-6-(oxetan-3-yl)pyrido[3,4-d]pyrimidin-2-yl]amino]-7,8-dihydro-5H-1,6-naphthyridin-6-yl]-[(2R,4R)-4-hydroxy-1-methylpyrrolidin-2-yl]methanone